CC1=NC=CC=C1OCCN(CCC(C(=O)O)NC1=NC=NC2=CC=CC=C12)CCCCC1=NC=2NCCCC2C=C1 4-((2-((2-methylpyridin-3-yl)oxy)ethyl)(4-(5,6,7,8-tetrahydro-1,8-naphthyridin-2-yl)butyl)amino)-2-(quinazolin-4-ylamino)butanoic acid